FC(C=1C=C2C(N(C(=NC2=C(C1)[C@@H](C)NC1=C(C=C(C=C1)F)S(=O)(=O)C)N1CCOCC1)C)=O)F (R)-6-(difluoromethyl)-8-(1-((4-fluoro-2-(methylsulfonyl)phenyl)amino)ethyl)-3-methyl-2-morpholinoquinazolin-4(3H)-one